C(C1=CC=CC=C1)NC(N(C1=NC=C(C=C1)C=1C=NN(C1)C)[C@@H]1CC[C@H](CC1)NC1=NC=C(C(=N1)N1COCC1)C#N)=O 3-benzyl-1-(trans-4-((5-cyano-4-(1,3-oxazolidin-3-yl)pyrimidin-2-yl)amino)cyclohexyl)-1-(5-(1-methyl-1H-pyrazol-4-yl)pyridin-2-yl)urea